C(C)(=O)OC1=CC=C(C=C1)[C@H]1N(C[C@@H](CC1)C)C(C(=O)NC=1C=NC(=C(C1)C)N)=O [4-[(2S,5R)-1-[2-[(6-amino-5-methyl-3-pyridyl)amino]-2-oxo-acetyl]-5-methyl-2-piperidyl]phenyl] acetate